FC1=C2C=CC=[N+](C2=CC(=C1OC)OC)O 5-fluoro-1-hydroxy-6,7-dimethoxyquinolin-1-ium